tert-Butyl 3-((4-bromo-2,5-difluorophenyl)amino)azetidine-1-carboxylate BrC1=CC(=C(C=C1F)NC1CN(C1)C(=O)OC(C)(C)C)F